[N+](=O)([O-])C1=CC(=C(C=C1)N)N 4-nitro-1,2-diaminobenzene